FC1=CC=C(C=C1)S(=O)(=O)NC1CC(C1)C1=CB(OC=2C1=C1C(=NC2)NC=C1)O 4-fluoro-N-(3-(7-hydroxy-3,7-dihydro-[1,2]oxaborinino[5,6-d]pyrrolo[2,3-b]pyridin-9-yl)cyclobutyl)benzenesulfonamide